5-(6-azaspiro[2.5]oct-6-yl)benzo[d]isoxazole-6-carboxamide C1CC12CCN(CC2)C=2C(=CC1=C(C=NO1)C2)C(=O)N